Indazole zinc [Zn].N1N=CC2=CC=CC=C12